3-[α',α'-bis(4''-hydroxyphenyl)ethyl]benzene tert-butyl-(3E)-3-[2-(methanesulfonyloxy)ethylidene]-4-methyl-2-oxopyrrolidine-1-carboxylate C(C)(C)(C)OC(=O)N1C(/C(/C(C1)C)=C/COS(=O)(=O)C)=O.OC1=CC=C(C=C1)C(C)(C1=CC=C(C=C1)O)C=1C=CC=CC1